FC=1C=C(C(C(=O)N)=C(C1)[2H])[2H] 4-fluorobenzoamide-2,6-d2